titanium calcium silicon magnesium potassium [K].[Mg].[Si].[Ca].[Ti]